CP(OCC)(OC1=C(C(=CC(=C1)CCCCC)O)C1=CC(=CC=C1)C)=O ethyl (6-hydroxy-3'-methyl-4-pentyl-[1,1'-biphenyl]-2-yl) methylphosphonate